N-((3S,10R,13S)-17-(4-methyl-1H-imidazol-1-yl)-10,13-dimethyl-2,3,4,7,8,9,10,11,12,13,14,15-dodecahydro-1H-cyclopenta[a]phenanthren-3-yl)-4-fluorobenzamide CC=1N=CN(C1)C1=CCC2C3CC=C4C[C@H](CC[C@@]4(C3CC[C@]12C)C)NC(C1=CC=C(C=C1)F)=O